amino-isoindole-2-carboxylate NC=1N(C=C2C=CC=CC12)C(=O)[O-]